octyldimethylbenzyl-ammonium chloride [Cl-].C(CCCCCCC)[N+](CC1=CC=CC=C1)(C)C